5-Methoxy-2'-(5-phenyl-1H-1,2,4-triazol-3-yl)-3,4'-bipyridin COC=1C=C(C=NC1)C1=CC(=NC=C1)C1=NNC(=N1)C1=CC=CC=C1